(E)-1-(2-amino-4,6-dichloropyrimidin-5-yl)-6-(1,3-dioxoisoindoline-2-yl)-2-hexene NC1=NC(=C(C(=N1)Cl)C\C=C\CCCN1C(C2=CC=CC=C2C1=O)=O)Cl